C(C1=CC=CC=C1)C1=NC2=C(C=CC(=C2C=C1)N[C@@H]1CN(CC1)CC(N1[C@@H](C[C@@H](C1)F)C#N)=O)C(=O)NC benzyl-N-methyl-5-[[(3S)-1-[2-oxo-2-[(2S,4S)-2-cyano-4-fluoro-pyrrolidin-1-yl]ethyl]pyrrolidin-3-yl]amino]quinoline-8-carboxamide